FC(C1=NN=C(O1)C=1C=NC(=NC1)NC(CC(C)S(=O)(=O)NC)C1=CC=C(C=C1)OC(F)(F)F)F 2-((5-(5-(difluoromethyl)-1,3,4-oxadiazol-2-yl)pyrimidin-2-yl)amino)-2-(4-(trifluoromethoxy)phenyl)ethyl-N-methylethanesulfonamide